tert-butyl ((SR)-4'-chloro-2'-(((2R,7aS)-2-fluorotetrahydro-1H-pyrrolizin-7a(5H)-yl)methoxy)-3,4,5',8'-tetrahydro-2H-spiro[naphthalene-1,7'-pyrano[4,3-b]pyridin]-7-yl)carbamate ClC1=C2C(=NC(=C1)OC[C@]13CCCN3C[C@@H](C1)F)C[C@@]1(OC2)CCCC2=CC=C(C=C21)NC(OC(C)(C)C)=O |&1:19|